C(C)OC(CC(CC(C(F)(F)Cl)=O)=O)=O.C(CCC)OOC1=C(C=CC=C1)OOCCCC di(butyl-peroxy)benzene ethyl-6-chloro-6,6-difluoro-3,5-dioxo-hexanoate